N-tertiary butyl-carbazole C(C)(C)(C)N1C2=CC=CC=C2C=2C=CC=CC12